tert-butyl (1-(((5-bromo-1-methyl-1H-pyrazol-4-yl)oxy)methyl)cyclopropyl)(methyl)carbamate BrC1=C(C=NN1C)OCC1(CC1)N(C(OC(C)(C)C)=O)C